C1(CC1)C=1C(=NC(=NC1)NC1=CC(=CC=C1)CN1CCOCC1)NCCCNC(=O)C1CCC1 N-(3-(5-cyclopropyl-2-(3-(morpholinomethyl)phenylamino)pyrimidin-4-ylamino)propyl)cyclobutanecarboxamide